methyl (S)-3-(4-amino-N-methylimidazo[1,5-a]quinoxaline-8-carboxamido)-2,3-dihydrobenzofuran-6-carboxylate NC=1C=2N(C3=CC(=CC=C3N1)C(=O)N(C)[C@@H]1COC3=C1C=CC(=C3)C(=O)OC)C=NC2